sodium anthraquinone-2-sulfonate C1=C(C=CC=2C(C3=CC=CC=C3C(C12)=O)=O)S(=O)(=O)[O-].[Na+]